C(C)(=O)O[C@H]1/C=C/[C@@H]([C@H](OC(C[C@H](CC[C@]1(C)O)O)=O)\C(\C)=C\C=C\C(C)C1=NC(=CC=C1)OCC(C)C)C [(2S,3S,4E,6S,7S,10S)-7,10-dihydroxy-3,7-dimethyl-2-[(2E,4E)-6-[6-(2-methylpropoxy)pyridin-2-yl]hepta-2,4-dien-2-yl]-12-oxo-1-oxacyclododec-4-en-6-yl] acetate